fluorene-9,9-dipropionate C1=CC=CC=2C3=CC=CC=C3C(C12)(CCC(=O)[O-])CCC(=O)[O-]